N-(2-amino-6-cyclopropylphenyl)-N-Methylmethanesulfonamide NC1=C(C(=CC=C1)C1CC1)N(S(=O)(=O)C)C